N1(CCCCCC1)C=1N=C(C2=C(C=NNC2=O)N1)NC1=CC=C(C=C1)OC1CCN(CC1)CCO 2-(azepan-1-yl)-4-((4-((1-(2-hydroxyethyl)piperidin-4-yl)oxy)phenyl)amino)pyrimido[4,5-d]pyridazin-5(6H)-one